(2R)-2-(methylamino)-3-[(triphenylmethyl)sulfanyl]propionic acid CN[C@H](C(=O)O)CSC(C1=CC=CC=C1)(C1=CC=CC=C1)C1=CC=CC=C1